(S)-N-(4-(1-Acetyl-2-methyl-1,2,3,4-tetrahydroquinolin-6-yl)phenethyl)-6-(2-aminopyrimidin-5-yl)-8-morpholinoimidazo[1,2-a]pyrazine-2-carboxamide C(C)(=O)N1[C@H](CCC2=CC(=CC=C12)C1=CC=C(CCNC(=O)C=2N=C3N(C=C(N=C3N3CCOCC3)C=3C=NC(=NC3)N)C2)C=C1)C